(+/-)-(1R,2S)-2-methyl-N-[(5-{4-[(1-methylpiperidin-4-yl)amino]-1-(2,2,2-trifluoroethyl)-1H-indol-2-yl}-1,3,4-thiadiazol-2-yl)methyl]cyclopropane-1-carboxamide C[C@@H]1[C@@H](C1)C(=O)NCC=1SC(=NN1)C=1N(C2=CC=CC(=C2C1)NC1CCN(CC1)C)CC(F)(F)F |r|